C1(CC1)N1N=CC=C1C1=C2C(=NC(=C1)N1[C@@H](COCC1)C)C(=NS2)C2=CC(=NN2C2OCCCC2)C (3R)-4-(7-(1-cyclopropyl-1H-pyrazol-5-yl)-3-(3-methyl-1-(tetrahydro-2H-pyran-2-yl)-1H-pyrazol-5-yl)isothiazolo[4,5-b]pyridin-5-yl)-3-methylmorpholine